CC(C)(C1=CC=C(C=C1)OCC1OC1)C1=CC=C(C=C1)OCC1OC1 2,2'-[(1-methylethylidene)bis(4,1-phenyleneoxymethylene)]bisoxirane